1-(((3S)-1-((3-(2-pyridinyl)-1-azetidinyl)sulfonyl)-3-piperidinyl)carbonyl)-N-(4-(trifluoromethyl)benzyl)-D-prolinamide N1=C(C=CC=C1)C1CN(C1)S(=O)(=O)N1C[C@H](CCC1)C(=O)N1[C@H](CCC1)C(=O)NCC1=CC=C(C=C1)C(F)(F)F